ClC1=CC=C(C=C1)[C@@H]1N=C(N([C@@H]1C1=CC=C(C=C1)Cl)C(=O)N1CCN(CC1)CC(=O)O)C1=C(C=C(C=C1)OC)OC(C)C 2-(4-((4S,5R)-4,5-bis(4-chlorophenyl)-2-(2-isopropoxy-4-methoxyphenyl)-4,5-dihydro-1H-imidazole-1-carbonyl)piperazin-1-yl)acetic acid